FC1(C[C@H](N(C1)C=1N=C2N(C(C1C)=O)C=C(C=C2[C@@H](C)NC2=C(C(=O)O)C=CC=C2)C)C)F 2-(((R)-1-(2-((R)-4,4-difluoro-2-methylpyrrolidin-1-yl)-3,7-dimethyl-4-oxo-4H-pyrido[1,2-a]pyrimidin-9-yl)ethyl)amino)benzoic acid